2-(6-chloro-3,4-dihydro-2H-1-benzopyran-3-yl)-6-(1,3-oxazol-5-yl)-1H-1,3-benzodiazole ClC=1C=CC2=C(CC(CO2)C2=NC3=C(N2)C=C(C=C3)C3=CN=CO3)C1